(1R,5S,6s)-3-methyloxetan-3-yl 6-(2-((1S,2S)-2-(pyridin-3-yl)cyclopropanecarboxamido)ethyl)-3-azabicyclo[3.1.0]hexane-3-carboxylate N1=CC(=CC=C1)[C@@H]1[C@H](C1)C(=O)NCCC1[C@@H]2CN(C[C@H]12)C(=O)OC1(COC1)C